C(C1=CC=CC=C1)N1N=CC(=C1C)C(CN1C(C(=CC(=C1)Br)OC)=O)=O 1-(2-(1-benzyl-5-methyl-1H-pyrazol-4-yl)-2-oxoethyl)-5-bromo-3-methoxypyridin-2(1H)-one